6-(2-((S)-2-methylazetidin-1-yl)-6,7-dihydro-5H-cyclopenta[d]pyrimidin-4-yl)-2,3-dihydrospiro[indene-1,3'-pyrrolidin]-5'-one C[C@@H]1N(CC1)C=1N=C(C2=C(N1)CCC2)C2=CC=C1CCC3(CNC(C3)=O)C1=C2